7-[5-(3-cyclopentyl-2,3,4,5-tetrahydro-1H-3-benzoazepin-7-yl)-1H-pyrazolo[3,4-b]pyridin-3-yl]-4-methyl-3,4-dihydro-2H-1-benzopyran-4-ol C1(CCCC1)N1CCC2=C(CC1)C=CC(=C2)C=2C=C1C(=NC2)NN=C1C1=CC2=C(C(CCO2)(O)C)C=C1